(3S,4R)-4-(5-chloro-1-methyl-pyrazol-3-yl)-N-(6-fluoro-2-pyridyl)-1-methyl-2-oxo-pyrrolidine-3-carboxamide ClC1=CC(=NN1C)[C@@H]1[C@H](C(N(C1)C)=O)C(=O)NC1=NC(=CC=C1)F